[K+].P(=O)(OCCCCCCCCCCCCCCCCCC)([O-])[O-].[K+] mono-octadecyl phosphate potassium salt